4-(3-(difluoromethoxy)benzyl)-N-hydroxy-3,4-dihydro-2H-benzo[b][1,4]oxazine-6-carboxamide FC(OC=1C=C(CN2C3=C(OCC2)C=CC(=C3)C(=O)NO)C=CC1)F